N-((5-(2-fluorophenyl)-1-tosyl-1H-pyrrol-3-yl)methyl)methan-d3-Amine FC1=C(C=CC=C1)C1=CC(=CN1S(=O)(=O)C1=CC=C(C)C=C1)CNC([2H])([2H])[2H]